2-(2-Bromophenyl)-N-{3-sulfamoyl-4-[5-(trifluoromethyl)pyridin-3-yl]phenyl}acetamide BrC1=C(C=CC=C1)CC(=O)NC1=CC(=C(C=C1)C=1C=NC=C(C1)C(F)(F)F)S(N)(=O)=O